4-pregnene-3,20-dione CC([C@H]1CC[C@H]2[C@@H]3CCC4=CC(CC[C@]4(C)[C@H]3CC[C@]12C)=O)=O